OC(C)(C)C=1C=C(SC1)[S@](=O)(N)=NC(NC1=C2C(=NC3=C1CCC3)[C@@H](CC2)C)=O (S,R) or (S,S)-4-(2-hydroxypropan-2-yl)-N'-(((R)-3-methyl-1,2,3,5,6,7-hexahydrodicyclopenta[b,e]pyridin-8-yl)carbamoyl)thiophene-2-sulfonimidamide